ClC=1C(=C(NC2=C(NC3=C2C(NCC3)=O)C3=C(C=NC=C3)OCC3(OCC3)C)C=CC1)CC 3-(3-chloro-2-ethylanilino)-2-{3-[(2-methyloxetan-2-yl)methoxy]pyridin-4-yl}-1,5,6,7-tetrahydro-4H-pyrrolo[3,2-c]pyridin-4-one